C(CCCCCCCCCCCCCCCCC)C1(NC(=NC(=N1)NCCCCCCCCCCCCCCCCCC)NCCCCCCCCCCCCCCCCCC)N 2,N4,N6-tris(octadecyl)-1,3,5-triazine-2,4,6-triamine